FC1=C(C=CC=C1)NC=1N=CC2=C(N1)N1C(=NCCC1)C(=C2)C2=CC=CC=C2 N-(2-fluorophenyl)-6-phenyl-9,10-dihydro-8H-pyrido[1,6-a:2,3-d']dipyrimidin-2-amine